methyl-tricaprylylammonium hydrogen sulphate S(=O)(=O)(O)[O-].C[N+](C(CCCCCCC)=O)(C(CCCCCCC)=O)C(CCCCCCC)=O